C(CC)C=1C(NN=CC1)=O 4-propylpyridazin-3(2H)-one